trisodium tris(3-sulphophenyl)phosphine S(=O)(=O)(O)C=1C=C(C=CC1)P(C1=CC(=CC=C1)S(=O)(=O)O)C1=CC(=CC=C1)S(=O)(=O)O.[Na].[Na].[Na]